5-Amino-3-[6-[2-[[5-(2,4-dichlorophenyl)-1-methyl-pyrazol-3-yl]amino]-2-oxo-ethyl]-3-pyridyl]-1-isopropyl-pyrazole-4-carboxamide NC1=C(C(=NN1C(C)C)C=1C=NC(=CC1)CC(=O)NC1=NN(C(=C1)C1=C(C=C(C=C1)Cl)Cl)C)C(=O)N